(2S)-2-amino-3-(5-fluoro-1-hydroxy-3H-2,1-benzoxaborol-6-yl)propanoic acid N[C@H](C(=O)O)CC1=CC2=C(COB2O)C=C1F